acetylaminoasparagine C(C)(=O)NN[C@@H](CC(N)=O)C(=O)O